NC=1C2=C(N=CN1)N(C=C2)[C@H]2[C@@H]([C@@H]([C@](O2)(CO)F)O)O (2S,3S,4R,5R)-5-(4-amino-7H-pyrrolo[2,3-d]pyrimidin-7-yl)-2-fluoro-2-(hydroxymethyl)tetrahydrofuran-3,4-diol